C(C1=CC=CC=C1)=[Ru](Cl)(Cl)=C1N(CCN1C1=C(C=C(C=C1C)C)C)C1=C(C=C(C=C1C)C)C benzylidene-[1,3-bis(2,4,6-trimethylphenyl)imidazolin-2-ylidene]-dichloro-ruthenium